6-(Pent-1-yn-1-yl)-9-β-D-ribofuranosyl-7-deazapurine C(#CCCC)C1=C2C=CN(C2=NC=N1)[C@H]1[C@H](O)[C@H](O)[C@H](O1)CO